4-(N-(3-methyloxetan-3-yl)sulfamoyl)-2-(6-azaspiro[2.5]oct-6-yl)benzoic acid CC1(COC1)NS(=O)(=O)C1=CC(=C(C(=O)O)C=C1)N1CCC2(CC2)CC1